tert-butyl 6-[4-(3-chloro-2-fluoro-anilino)quinazolin-6-yl]-1,6-diazaspiro[3.3]heptane-1-carboxylate ClC=1C(=C(NC2=NC=NC3=CC=C(C=C23)N2CC3(CCN3C(=O)OC(C)(C)C)C2)C=CC1)F